2-chloro-7-methyl-9-(spiro[2.5]octan-6-yl)-7,9-dihydro-8H-purin ClC1=NC=C2N(CN(C2=N1)C1CCC2(CC2)CC1)C